6-methyl-2,3-dihydrobenzofuran-5-amine CC1=CC2=C(CCO2)C=C1N